1-(4-(1-(((4-cyclohexyl-3-iodobenzyl)oxy)imino)ethyl)-2-ethylbenzyl)azetidine-3-carboxylic acid C1(CCCCC1)C1=C(C=C(CON=C(C)C2=CC(=C(CN3CC(C3)C(=O)O)C=C2)CC)C=C1)I